C(C)(C)(C)N(C(C)(C)C)C1=C(C=CC=C1)C(=C)C1=CC=CC=C1 1-[(N,N-di-tert-butylamino)phenyl]-1-phenylethylene